diethyl-3,5-di-t-butyl-4-hydroxybenzyl phosphate P(=O)(OC(C1=CC(=C(C(=C1)C(C)(C)C)O)C(C)(C)C)(CC)CC)([O-])[O-]